3,4-dimethylcyclohexene CC1C=CCCC1C